5-(6-(1-(1H-benzo[d]imidazol-2-yl)pyridinyl)hexahydropyrrolo[3,4-c]pyrrole-2(1H)-yl)(2-(phenylamino)pyrimidin-4-yl)methanone N1C(=NC2=C1C=CC=C2)N2C(C=CC=C2)C2NCC1C2CN(C1)C=1C(=NC(=NC1)NC1=CC=CC=C1)C=O